methyl 6-((4-bromo-1H-indol-3-yl) methyl)-1-methyl-1,2,5,6-tetrahydropyridine-3-carboxylate BrC1=C2C(=CNC2=CC=C1)CC1CC=C(CN1C)C(=O)OC